ClC1=C(C(=O)N2COC3=C(C2)C=CC=C3C3=CC(=C(C(=O)O)C=C3F)N3C2COCC3CC2)C(=CC(=C1)N1[C@@H](C(C1)(OC)OC)C)Cl 4-[3-[2,6-Dichloro-4-[(2R)-3,3-dimethoxy-2-methylazetidin-1-yl]benzoyl]-2,4-dihydro-1,3-benzoxazin-8-yl]-5-fluoro-2-(3-oxa-8-azabicyclo[3.2.1]oct-8-yl)benzoic acid